NC1=C(C(=C(C=C1Cl)Cl)F)C1=C(C=C2C(=NC(=NN2C1=O)C)N1[C@H](CNCC1)C)C(F)(F)F (S)-7-(2-amino-3,5-dichloro-6-fluorophenyl)-2-methyl-4-(2-methylpiperazin-1-yl)-6-(trifluoromethyl)-8H-pyrido[2,1-f][1,2,4]triazin-8-one